[Na].C(CCC)S butanethiol sodium